C(C)ON=C(CCC)C=1C(CC(CC1O)CC(C)SCC)=O 2-(1-ethoxyiminobutyl)-5-[2-(ethylthio)propyl]-3-hydroxycyclohex-2-enone